5-cyclopropyl-3-(2,6-dichlorophenyl)isoxazole hydroiodide I.C1(CC1)C1=CC(=NO1)C1=C(C=CC=C1Cl)Cl